4,4,4-trifluoro-1-(3-methylpyridin-2-yl)butan-1-ol FC(CCC(O)C1=NC=CC=C1C)(F)F